C(C)(C)(C)C1=CC=C(C=C1)C1=CC(=NC=C1)\C=C/1\C(NC(S1)=O)=O (Z)-5-((4-(4-(t-butyl)phenyl)pyridin-2-yl)methylene)thiazolidin-2,4-dione